N[C@@H]1CN(CC[C@H]1F)C1=NC2=C(N1CC(=O)N1CCOCC1)C=C(C=C2OC)F 2-(2-((3R,4R)-3-Amino-4-fluoropiperidin-1-yl)-6-fluoro-4-methoxy-1H-benzo[d]imidazol-1-yl)-1-morpholinoethan-1-on